C(=C)(C)C1CC=2C(=CC=C3CC(COC23)C2=C(C=C(C=C2)O)O)O1 4-(8-isopropenyl-3,4,8,9-tetrahydro-2H-furo[2,3-H]chromen-3-yl)-1,3-benzenediol